bis(2,4,6-Trichlorophenyl)oxalate ClC1=C(C(=CC(=C1)Cl)Cl)OC(C(=O)OC1=C(C=C(C=C1Cl)Cl)Cl)=O